2-[2-(3-{2-[2-(3,6-dimethoxy-9-carbazolyl carbonyloxy)ethoxy]ethoxy}-5-[(dimethylamino)methyl]phenoxy) ethoxy]ethyl 3,6-dimethoxy-9-carbazolecarboxylate COC=1C=CC=2N(C3=CC=C(C=C3C2C1)OC)C(=O)OCCOCCOC1=CC(=CC(=C1)CN(C)C)OCCOCCOC(=O)N1C2=CC=C(C=C2C=2C=C(C=CC12)OC)OC